2-chloro-4-(9,9-diphenylfluoren-4-yl)-6-phenyl-1,3,5-triazine ClC1=NC(=NC(=N1)C1=CC=CC=2C(C3=CC=CC=C3C12)(C1=CC=CC=C1)C1=CC=CC=C1)C1=CC=CC=C1